C1(=CC=CC=C1)OC(=O)C1=CC2=CN(N=C2C=C1OC1CCC1)C12COC(CC1)(C2)C.C(CCC(CCCCCC=O)=O)=O decanetrial phenyl-6-(cyclobutoxy)-2-(1-methyl-2-oxabicyclo[2.2.1]heptan-4-yl)indazole-5-carboxylate